[Na+].OC=1C=C(C(=O)[O-])C=CC1 3-Hydroxybenzoic acid sodium salt